NC1=C(C(=O)NCC#CC2=NN3C(C=CC=C3N[C@H]3[C@H](CN(CC3)C)F)=C2CC(F)(F)F)C=CC(=N1)C 2-amino-N-[3-(7-{[(3S,4R)-3-fluoro-1-methylpiperidin-4-yl]amino}-3-(2,2,2-trifluoroethyl)pyrazolo[1,5-a]pyridin-2-yl)prop-2-yn-1-yl]-6-methylnicotinamide